N,N'-Bis(Carbobenzyloxy)-lysine C(=O)(OCC1=CC=CC=C1)N[C@@H](CCCCNC(=O)OCC1=CC=CC=C1)C(=O)O